7,4-dihydroxyquinoline-3,4-dicarboxylic acid OC1=CC=C2C(C(C=NC2=C1)C(=O)O)(C(=O)O)O